FC(CNC(=O)C=1C=NN2C1C=C(C=C2)C2=CNC1=NC=C(C=C12)C(=O)N1CCN(CC1)C)F N-(2,2-difluoroethyl)-5-(5-(4-methylpiperazine-1-carbonyl)-1H-pyrrolo[2,3-b]pyridin-3-yl)pyrazolo[1,5-a]pyridine-3-carboxamide